N-[2-[[1-[[4-methoxy-3-[(2-methoxyphenyl)sulfonylamino]-1,2-benzoxazol-6-yl]methyl]pyrazol-4-yl]methylamino]-2-oxo-ethyl]prop-2-enamide COC1=CC(=CC2=C1C(=NO2)NS(=O)(=O)C2=C(C=CC=C2)OC)CN2N=CC(=C2)CNC(CNC(C=C)=O)=O